(+/-)-4-(3-(7-chloro-3,4-dihydro-2H-benzo[b][1,4]thiazin-6-yl)-1,4-oxazepan-4-yl)-6-methylpyrimidin-2-amine ClC=1C(=CC2=C(SCCN2)C1)[C@@H]1COCCCN1C1=NC(=NC(=C1)C)N |r|